4-(2-(4-(5-Chloro-2-(4-chloro-1H-1,2,3-triazol-1-yl)phenyl)-2,5-dioxapiperazin-1-yl)-3-phenylpropionamido)benzoic acid ClC=1C=CC(=C(C1)N1CON(CO1)C(C(=O)NC1=CC=C(C(=O)O)C=C1)CC1=CC=CC=C1)N1N=NC(=C1)Cl